(E)-7-(3-(2-methylbenzylidene)-2,5-dioxopyrrolidinyl)-N-hydroxyheptylamide CC1=C(\C=C/2\C(N(C(C2)=O)C(CCCCCC[NH-])O)=O)C=CC=C1